7-(2,2-difluoroethyl)-2-(3-fluoropyridin-4-yl)-1H,5H,6H,7H-pyrrolo[3,2-c]pyridin-4-one FC(CC1C2=C(C(NC1)=O)C=C(N2)C2=C(C=NC=C2)F)F